C(#N)C1=CC=NN1 5-cyano-1H-pyrazole